C(C1=CC=CC=C1)OC([C@](N)(CC(C)C)C(F)F)=O (R)-alpha-difluoromethyl-leucine benzyl ester